water Fumarate Salt C(\C=C\C(=O)O)(=O)O.O